[(2R,5S)-5-(4-fluorophenyl)-2-methyl-piperazin-1-yl]-(1-methylcyclopropyl)methanone FC1=CC=C(C=C1)[C@@H]1NC[C@H](N(C1)C(=O)C1(CC1)C)C